5-propyl-2-(1-propylpyrazol-4-yl)-3H-imidazo[2,1-B]purin-4-one C(CC)N1C=2N(C=3N=C(NC3C1=O)C=1C=NN(C1)CCC)C=CN2